COC=1C=C(C=CC1NC=1N=C(C2=C(N1)NC=C2)N2OCC[C@H]2C2=CC=CC=C2)C(=O)N2CCOCC2 (S)-(3-methoxy-4-((4-(3-phenylisoxazolidin-2-yl)-7H-pyrrolo[2,3-d]pyrimidin-2-yl)amino)phenyl)(morpholino)methanone